COC1=C(N=C2C(=N1)N(C(=N2)C(F)(F)F)C)NC2=CC=C(C=C2)C(F)(F)F 6-Methoxy-1-methyl-2-(trifluoromethyl)-N-(4-(trifluoromethyl)phenyl)-1H-imidazo[4,5-b]pyrazin-5-amin